(3-chloro-2,4-difluorophenyl)(1-(1-(trifluoromethyl)cyclopropyl)piperidin-4-yl)methanamine hydrochloride Cl.ClC=1C(=C(C=CC1F)C(N)C1CCN(CC1)C1(CC1)C(F)(F)F)F